CC(CC(C)C)=NCCC[Si](OCC)(OCC)OCC N-(1,3-dimethyl-butylidene)-3-(triethoxysilyl)-1-propaneamine